1-(5-(4,4-difluoropiperidin-1-yl)-9-methyl-2-(trifluoromethyl)imidazo[1,2-c]quinazolin-7-yl)ethan-1-amine FC1(CCN(CC1)C1=NC=2C(=CC(=CC2C=2N1C=C(N2)C(F)(F)F)C)C(C)N)F